3-((3-(5-chloro-2-(2,2-dimethylpyrrolidin-3-yloxy)-3-methylphenyl)-2-methyl-2H-thieno[3,2-c]pyrazol-5-yl)methyl)-6,6-dimethyl-3-azabicyclo[3.1.0]hexane-2,4-dione ClC=1C=C(C(=C(C1)C1=C2C(=NN1C)C=C(S2)CN2C(C1C(C1C2=O)(C)C)=O)OC2C(NCC2)(C)C)C